ClC=1C=C(C=CC1F)NC(N(CC1=NN=C2N1CCCCC2)C=2OC=CN2)=O (3-chloro-4-fluorophenyl)-1-(oxazol-2-yl)-1-((6,7,8,9-tetrahydro-5H-[1,2,4]triazolo[4,3-a]azepin-3-yl)methyl)urea